diethyl succinate (diethylsuccinate) C(C)C(C(C(=O)O)CC)C(=O)O.C(CCC(=O)OCC)(=O)OCC